(Z)-3-((1H-pyrrolo[3,2-b]pyridin-2-yl)methylene)-7-fluoro-4-methyl-5-(8-methyl-2,3-dihydro-1H-pyrido[2,3-b][1,4]oxazin-7-yl)indolin-2-one N1C(=CC2=NC=CC=C21)\C=C\2/C(NC1=C(C=C(C(=C21)C)C2=C(C1=C(OCCN1)N=C2)C)F)=O